C(CC(=O)OC[C@]1(N2CCC(C1=O)CC2)COC)(=O)OC[C@]2(N1CCC(C2=O)CC1)COC bis(((1S,2R,4S)-2-(methoxymethyl)-3-oxoquinuclidin-2-yl) methyl) malonate